tetradecylcyclopentane C(CCCCCCCCCCCCC)C1CCCC1